4-{5-[(R)-(1,3-Dimethyl-azetidin-3-yl)-hydroxy-(4-isopropyl-phenyl)-methyl]-pyridin-3-yloxy}-cyclohexanone CN1CC(C1)(C)[C@@](C=1C=C(C=NC1)OC1CCC(CC1)=O)(C1=CC=C(C=C1)C(C)C)O